4-{[3-(2-aminobenzo[d]thiazol-6-yl)-3-(4-trifluoromethylphenyl)-1H-pyrazol-1-yl]methyl}-N-hydroxybenzamide NC=1SC2=C(N1)C=CC(=C2)C2(NN(C=C2)CC2=CC=C(C(=O)NO)C=C2)C2=CC=C(C=C2)C(F)(F)F